1-(5-fluoro-2-(hydroxymethyl)-2-(iodomethyl)-2,3-dihydrobenzofuran-7-yl)ethan-1-one FC=1C=C(C2=C(CC(O2)(CI)CO)C1)C(C)=O